C(C(O)C)(=O)O.C1(CCCC1)N1C(C(=CC2=C1N=C(N=C2)NC2=CC=C(C=C2)N2CCN(CC2)C)C#N)=O 8-cyclopentyl-2-((4-(4-methylpiperazin-1-yl)phenyl)amino)-7-oxo-7,8-dihydropyrido[2,3-d]pyrimidine-6-carbonitrile monolactate salt